FC1=C(C(=C(C(=C1[B-](C1=C(C(=C(C(=C1F)F)F)F)F)(C1=C(C(=C(C(=C1F)F)F)F)F)C1=C(C(=C(C(=C1F)F)F)F)F)F)F)F)F.C1(=CC=C(C=C1)SC1=C(C=C(C=C1)[SH+]C1=CC=C(C=C1)C1=C(C=CC=C1)C1=CC=CC=C1)C)C1=CC=CC=C1 [4-(4-biphenylylthio)-3-methylphenyl]4-biphenylylphenylsulfonium tetrakis(pentafluorophenyl)borate